CN1CC(C1)N1CCC(CC1)S(=O)(=O)N 1-(1-methylazetidin-3-yl)piperidine-4-sulfonamide